2,4-dimethyl-hexanediol CC(C(O)O)CC(CC)C